2-((1-(6,7-difluoro-1-oxo-1,2-dihydroisoquinolin-4-yl)ethyl)amino)ethane-1-sulfonamide FC=1C=C2C(=CNC(C2=CC1F)=O)C(C)NCCS(=O)(=O)N